tert-butyl 3-iodo-5-(4-methoxypyridin-3-yl)-7-methyl-1H-pyrazolo[3,4-c]pyridine-1-carboxylate IC1=NN(C2=C(N=C(C=C21)C=2C=NC=CC2OC)C)C(=O)OC(C)(C)C